6-bromo-3,3-dimethyl-1,4-dihydro-2-benzopyran BrC=1C=CC2=C(CC(OC2)(C)C)C1